(E)-3-(1-((4-(dimethylamino)phenethyl)amino)-2,3-dihydro-1H-inden-5-yl)-N-hydroxyacrylamide CN(C1=CC=C(CCNC2CCC3=CC(=CC=C23)/C=C/C(=O)NO)C=C1)C